C12N(CC(NC1)C2)C2=CC=C(C=C2)O 4-(2,5-diazabicyclo[2.2.1]heptan-2-yl)phenol